CN([C@@H](C(C)C)C(=O)O)C(=O)OC(C)(C)C methyl-(t-butoxycarbonyl)-L-valine